2,7-bis(2-thienyl)-9,9-dihexylfluorene S1C(=CC=C1)C1=CC=2C(C3=CC(=CC=C3C2C=C1)C=1SC=CC1)(CCCCCC)CCCCCC